tert-butyl 3-(5-bromofuran-2-yl)-2-(2-hydroxypropyl)-5,6-dihydroimidazo[1,2-a]pyrazine-7(8H)-carboxylate BrC1=CC=C(O1)C1=C(N=C2N1CCN(C2)C(=O)OC(C)(C)C)CC(C)O